CN1C(C2=CC=C(C=C2C=C1)C1=NC2=CC(=CC=C2N=C1)C(=O)N1C[C@@H](CC1)C)=O 2-methyl-6-(7-(((3R)-3-methyl-1-pyrrolidinyl)carbonyl)-2-quinoxalinyl)-1(2H)-isoquinolinone